CC1(C(=C(C(=C1C)C)C)C)CO (1,2,3,4,5-pentamethylcyclopent-2,4-dienyl)methanol